fluoroselenate [Se](=O)(=O)([O-])F